C(=O)C=1C(=C(C(=O)OC)C(=CC1OC)OC)C methyl 3-formyl-4,6-dimethoxy-2-methylbenzoate